2,4-di-tert-butylphenolate C(C)(C)(C)C1=C(C=CC(=C1)C(C)(C)C)[O-]